CC(CCCC)CCCCCCCCCCCCCCCCCCCCCCCC 5-methylnonacosane